1-(4-(2,6-dioxopiperidin-3-yl)-3,5-difluorophenyl)azetidin-3-yl cycloheptylcarbamate C1(CCCCCC1)NC(OC1CN(C1)C1=CC(=C(C(=C1)F)C1C(NC(CC1)=O)=O)F)=O